C(CCCCCCCCCCC)N(CCN(CCO)CCCCCCCCCCCCCC)CCCCCCCCCCCC 2-((2-(di-dodecylamino)ethyl)(tetradecyl)amino)ethan-1-ol